7,10,14-trioxa-4,19,20-triazatetracyclo[13.5.2.12,6.018,21]tricosa-1(20),2(23),3,5,15(22),16,18(21)-heptaene C=12C=3C=NC=C(OCCOCCCOC=4C=CC(NN1)=C2C4)C3